OC1CN(CC1)C1=NC(=CC(=N1)N1CCN(CC1)C(=O)NCCOC)NC1=CC2=C(C=N1)C=NN2C(C)C 4-[2-(3-hydroxypyrrolidin-1-yl)-6-{[1-(propan-2-yl)-1H-pyrazolo[4,3-c]pyridin-6-yl]amino}pyrimidin-4-yl]-N-(2-methoxyethyl)piperazine-1-carboxamide